CC1=C(C=CC=C1C(F)(F)F)N1CCC(CC1)CCN1N=C(C=2CCCCC12)C(=O)N1CCC(CC1)NC(C)=O N-[1-[1-[2-[1-[2-methyl-3-(trifluoromethyl)phenyl]-4-piperidyl]ethyl]-4,5,6,7-tetrahydroindazole-3-carbonyl]-4-piperidyl]acetamide